Bis(2-Hexyldecyl) 6,6'-(((Methylazanediyl)Bis(Octane-8,1-Diyl))Bis(Decanoylazanediyl))Dihexanoate CN(CCCCCCCCN(C(CCCCCCCCC)=O)CCCCCC(=O)OCC(CCCCCCCC)CCCCCC)CCCCCCCCN(C(CCCCCCCCC)=O)CCCCCC(=O)OCC(CCCCCCCC)CCCCCC